methyl 4-(cyclopropanecarboxamido)-3-methoxybenzoate C1(CC1)C(=O)NC1=C(C=C(C(=O)OC)C=C1)OC